FC=1C=C(C=C(C1)F)[C@@H]1CC[C@H]2OC3(C(N21)=O)CCN(CC3)C(=O)C3=CC=CC=2CC(OC23)(C)C (5'S,7a'R)-5'-(3,5-difluorophenyl)-1-(2,2-dimethyl-2,3-dihydro-1-benzo-furan-7-carbonyl)-tetrahydro-3'H-spiro[piperidine-4,2'-pyrrolo[2,1-b][1,3]oxazol]-3'-one